FC=1C=C(C=CC1)C1=NN2C(=NC=3C(=CC=CC3C2=N1)C(C)C)N[C@H]1C(NCCCC1)=O (3R)-3-{[2-(3-fluorophenyl)-7-(propan-2-yl)[1,2,4]triazolo[1,5-c]quinazolin-5-yl]amino}azepan-2-one